[Br-].COC(=O)C=1C=C(C[Zn+])C=CC1 (3-(methoxycarbonyl)benzyl)Zinc (II) bromide